((benzyloxy)methyl)-4-ethyl-1-(7-fluoro-4-isopropyl-2-(tetrahydro-2H-pyran-4-yl)Quinolin-6-yl)-1H-1,2,4-triazol-5(4H)-one C(C1=CC=CC=C1)OCC1=NN(C(N1CC)=O)C=1C=C2C(=CC(=NC2=CC1F)C1CCOCC1)C(C)C